6-(pyridin-2-yl)-1H,6H,7H-pyrrolo[2,3-c]pyridin-7-one N1=C(C=CC=C1)N1C(C2=C(C=C1)C=CN2)=O